COC(CC=1N=C(N(C1)C1=CC=CC=C1)NC(C1=CC(=CC=C1)C=1C=NNC1)=O)=O 2-(2-(3-(1H-pyrazol-4-yl)benzoylamino)-1-phenyl-1H-imidazol-4-yl)acetic acid methyl ester